FC=1C(=C(C=CC1)C1=C(C=CC(=N1)NS(=O)(=O)C1=CC=CC(=N1)N1C[C@H](CCC1)C(=O)O)C(F)(F)F)C (3S)-1-(6-{[6-(3-fluoro-2-methylphenyl)-5-(trifluoromethyl)pyridin-2-yl]sulfamoyl}pyridin-2-yl)piperidine-3-carboxylic acid